5-(2-(trimethylsilyl) ethyl) N,N-diethyl-L-glutamate C(C)N([C@@H](CCC(=O)OCC[Si](C)(C)C)C(=O)[O-])CC